(3-(3-amino-2,4-difluorobenzoyl)-5-(4,4,5,5-tetramethyl-1,3,2-dioxaborolan-2-yl)-1H-pyrrolo[2,3-b]pyridin-1-yl)(2,6-dichlorophenyl)methanone NC=1C(=C(C(=O)C2=CN(C3=NC=C(C=C32)B3OC(C(O3)(C)C)(C)C)C(=O)C3=C(C=CC=C3Cl)Cl)C=CC1F)F